The molecule is a naphthalenesulfonic acid that is naphthalene-1-sulfonic acid which is substituted by tert-butyl groups at positions 2 and 6. It has a role as an antitussive. It is a conjugate acid of a dibunate. CC(C)(C)C1=CC2=C(C=C1)C(=C(C=C2)C(C)(C)C)S(=O)(=O)O